BrC1=CC=C(OCCN2CCC(CC2)O)C=C1 1-[2-(4-bromophenoxy)ethyl]piperidin-4-ol